O=C1N(C2=CC=CC=C2C(N1CCC1=C(C=CC=C1)C(F)(F)F)=O)CC1=CC=C(C(=O)NO)C=C1 4-((2,4-dioxo-3-(2-(trifluoromethyl)phenethyl)-3,4-dihydroquinazolin-1(2H)-yl)methyl)-N-hydroxybenzamide